COC([C@@H](C)OC1=NN(C(=C1C#N)C1=CC(=C(C=C1)F)F)C1=C(C=CC(=C1)F)F)=O (2R)-2-{[4-cyano-1-(2,5-difluorophenyl)-5-(3,4-difluorophenyl)-1H-pyrazol-3-yl]Oxy}propanoic acid methyl ester